[2-(2,3,4,5-tetramethyl-cyclopentadienyl)-4-tert-butyl-6-tritylphenoxy]titanium dichloride [Cl-].[Cl-].CC=1C(C(=C(C1C)C)C)C1=C(O[Ti+2])C(=CC(=C1)C(C)(C)C)C(C1=CC=CC=C1)(C1=CC=CC=C1)C1=CC=CC=C1